1-([2,4'-bithiazol]-2'-yl)benzene-1,4-diamine S1C(=NC=C1)C=1N=C(SC1)C1(CC=C(C=C1)N)N